C(C)(=O)O[C@@H]1[C@@H]([C@H](O[C@H]1N1C2=NC(=NC=C2N(C1=O)CC=C)N)COC(C)=O)F.C12C(CC(C=C1)C2)C(CCC)CC 4-(bicyclo[2.2.1]hept-5-ene-2-yl)hexane ((2R,3R,4S,5R)-4-Acetoxy-5-(7-allyl-2-amino-8-oxo-7,8-dihydro-9H-purin-9-yl)-3-fluorotetrahydrofuran-2-yl)methyl-acetate